(S)-2-((6-cyclopropyl-8-(4-hydroxy-2-oxopyrrolidin-1-yl)imidazo[1,2-a]pyridin-2-yl)methyl)isoindoline-1,3-dione C1(CC1)C=1C=C(C=2N(C1)C=C(N2)CN2C(C1=CC=CC=C1C2=O)=O)N2C(C[C@@H](C2)O)=O